ClC1=NC=CC(=C1)OCC(=O)C1=CC=C(C=C1)C1=NOC(=N1)C(F)(F)F 2-((2-chloropyridin-4-yl)oxy)-1-(4-(5-(trifluoromethyl)-1,2,4-oxadiazol-3-yl)phenyl)ethan-1-one